BrC1=CC=CC=2C=3N(C(=NC12)N[C@H]1C(NCCN(C1)C(=O)OCC1=CC=CC=C1)=O)N=C(N3)C=3C=NN(C3)C Benzyl (6R)-6-{[7-bromo-2-(1-methyl-1H-pyrazol-4-yl)[1,2,4]triazolo[1,5-c]quinazolin-5-yl]amino}-5-oxo-1,4-diazepane-1-carboxylate